(R)-3-methyl-5-(4-((5-(4-methyl-1-oxo-1,3-dihydroisobenzofuran-5-yl)-2-oxooxazolidin-3-yl)methyl)-1H-pyrazol-1-yl)benzo[d]oxazol-2(3H)-one CN1C(OC2=C1C=C(C=C2)N2N=CC(=C2)CN2C(O[C@@H](C2)C=2C(=C1COC(C1=CC2)=O)C)=O)=O